C(=O)(O)[C@H](CCNC(CCS)=O)NC(N[C@H](C(=O)O)CCC(=O)O)=O (S)-2-(3-((S)-1-carboxy-3-(3-mercaptopropanamido)propyl)ureido)pentanedioic acid